ClC1=C(C=C2C(=C(C=NC2=C1)C(=O)OCC)C(C)C)B1OC(C(O1)(C)C)(C)C ethyl 7-chloro-4-isopropyl-6-(4,4,5,5-tetramethyl-1,3,2-dioxaborolan-2-yl)quinoline-3-carboxylate